(R)-8-(benzyloxy)-5-(2-((1H-benzo[d]imidazol-2-yl)amino)-1-hydroxyethyl)quinolin-2(1H)-one C(C1=CC=CC=C1)OC=1C=CC(=C2C=CC(NC12)=O)[C@H](CNC1=NC2=C(N1)C=CC=C2)O